2-[2-(difluoro-methyl)phenyl]-4,4,5,5-tetramethyl-1,3,2-dioxaborolane FC(C1=C(C=CC=C1)B1OC(C(O1)(C)C)(C)C)F